C(C=C)(=O)N1C[C@@H](N(CC1)C1=NC(N2C3=C(C(=C(C=C13)Cl)C1=C(C=C(C=C1)F)F)SC[C@@H]2CN2CCN(CC2)C2CC2)=O)C (3S)-7-((S)-4-acryloyl-2-methylpiperazin-1-yl)-9-chloro-3-((4-cyclopropyl-piperazin-1-yl)methyl)-10-(2,4-difluorophenyl)-2H-[1,4]thiazino[2,3,4-ij]quinazolin-5(3H)-one